N([C@@](C(C1=C(C(=C(C(=C1[2H])[2H])O[2H])[2H])[2H])([2H])[2H])(C(=O)O)[2H])([2H])[2H] Tyrosine-d10